P(O)(=O)(OP(=O)(O)OP(=O)(O)O)OC[C@@H]1[C@H]([C@H]([C@@H](O1)N1C=NC=2C(NC(C3=CC=CC=C3)=O)=NC=NC12)O)O N6-benzoyladenosine triphosphate